3'-bromo-2'-chloro-2-methyl-[1,1'-biphenyl]-3-amine BrC=1C(=C(C=CC1)C1=C(C(=CC=C1)N)C)Cl